tert-butyl 6-amino-7-fluoro-3,4-dihydroisoquinoline-2(1H)-carboxylate NC=1C=C2CCN(CC2=CC1F)C(=O)OC(C)(C)C